4-(1-((3,5-difluoro-phenyl)sulfonyl)-1-fluoro-ethyl)-N-(pyridazin-4-yl)piperidine-1-carboxamide FC=1C=C(C=C(C1)F)S(=O)(=O)C(C)(F)C1CCN(CC1)C(=O)NC1=CN=NC=C1